C(C)S(=O)(=O)NC(=N)[C@H]1N2C(N([C@H](CC1)C2)O)=O (2S,5R)-N-(ethylsulfonyl)-6-hydroxy-7-oxo-1,6-diazabicyclo[3.2.1]octan-2-carboxamidine